FC=1C=C(CC=2C=C3C(=NNC3=CC2)NC(C2=C(C=C(C=C2)N2CCN(CC2)C)NC2CCOCC2)=O)C=C(C1)F N-[5-(3,5-difluoro-benzyl)-1H-indazol-3-yl]-4-(4-methyl-piperazin-1-yl)-2-(tetrahydro-pyran-4-ylamino)-benzamide